2-(2-(ethylamino)-4-fluorophenyl)-1,2,3,4-tetrahydroisoquinolin-6-ol C(C)NC1=C(C=CC(=C1)F)N1CC2=CC=C(C=C2CC1)O